2'-fluoro-4-(2-((tetrahydro-2H-pyran-2-yl)oxy)ethoxy)-5'-(2,2,2-trifluoro-1-hydroxyethyl)-[1,1'-biphenyl]-3-carboxylic acid FC1=C(C=C(C=C1)C(C(F)(F)F)O)C1=CC(=C(C=C1)OCCOC1OCCCC1)C(=O)O